4-(4-(5-Oxaspiro[3.4]oct-2-ylamino)-8-fluoro-2-(((2r,7as)-2-fluorohexahydro-1H-pyrrolizin-7a-yl)methoxy)pyrido[4,3-d]pyrimidin-7-yl)-5-ethyl-6-fluoronaphthalene-2-ol C1C(CC12OCCC2)NC=2C1=C(N=C(N2)OC[C@]23CCCN3C[C@@H](C2)F)C(=C(N=C1)C1=CC(=CC2=CC=C(C(=C12)CC)F)O)F